C1N(CC2=CC=CC=C12)N1C(=NC=CC1=O)C1=NC=NC=C1 (isoindolin-2-yl)-[2,4'-bipyrimidine]-4(3H)-one